4-(4-((1R,5S)-3,8-diazabicyclo[3.2.1]octan-3-yl)-8-fluoro-2-((E)-2-(tetrahydro-1H-pyrrolizin-7a(5H)-yl)vinyl)pyrido[4,3-d]pyrimidin-7-yl)-5-ethynyl-6-fluoronaphthalen-2-ol [C@H]12CN(C[C@H](CC1)N2)C=2C1=C(N=C(N2)\C=C\C23CCCN3CCC2)C(=C(N=C1)C1=CC(=CC2=CC=C(C(=C12)C#C)F)O)F